4-(6-hydroxyhexyloxy)-4'-(trans-4-pentylcyclohexyl)biphenyl OCCCCCCOC1=CC=C(C=C1)C1=CC=C(C=C1)[C@@H]1CC[C@H](CC1)CCCCC